racemic-tert-butyl (2-(4-aminophenyl)-2-hydroxyethyl)carbamate NC1=CC=C(C=C1)[C@H](CNC(OC(C)(C)C)=O)O |r|